methyl 4-(3-(4-(2-(2-aminopyridin-3-yl)-5-phenyl-3H-imidazo[4,5-b]pyridin-3-yl)phenyl)azetidine-1-carbonyl)-3-fluorobenzoate NC1=NC=CC=C1C1=NC=2C(=NC(=CC2)C2=CC=CC=C2)N1C1=CC=C(C=C1)C1CN(C1)C(=O)C1=C(C=C(C(=O)OC)C=C1)F